NCCC(=O)OOC(CCN)=O di-(3-aminopropiyl) peroxide